(piperidin-3-yl)benzamide N1CC(CCC1)C1=C(C(=O)N)C=CC=C1